C(C1=CC=CC=C1)OC1=CC(=NC=C1)N1CCN(CC1)S(C=C)(=O)=O 1-[4-(benzyloxy)pyridin-2-yl]-4-[dioxo(vinyl)-λ6-sulfanyl]piperazine